C(CC)OCCCNC(=O)N 3-propoxypropylurea